2-isoxazol-5-yl-N-[4-[3-(2-pyridyl)-1H-pyrrolo[3,2-b]pyridin-2-yl]-2-pyridyl]acetamide O1N=CC=C1CC(=O)NC1=NC=CC(=C1)C1=C(C2=NC=CC=C2N1)C1=NC=CC=C1